C(C)OC(C1=CC(=NC(=C1)C1=CC(=CC=C1)[N+](=O)[O-])Cl)=O 2-chloro-6-(3-nitrophenyl)isonicotinic acid ethyl ester